(S)-sec-butyl (CIS)-2-((((CIS)-4-phenylcyclohexyl)oxy) methyl)-3-(1H-pyrazol-3-yl)piperidine-1-carboxylate C1(=CC=CC=C1)[C@H]1CC[C@H](CC1)OC[C@@H]1N(CCC[C@@H]1C1=NNC=C1)C(=O)O[C@@H](C)CC